C(C)(C)C1=CC=C(C=C1)C1=NC=C2N1CCN[C@@H]2CN2C(C1=CC=CC=C1C2=O)=O |r| (rac)-2-((3-(4-isopropylphenyl)-5,6,7,8-tetrahydroimidazo[1,5-a]pyrazin-8-yl)methyl)isoindoline-1,3-dione